2-methoxyethyl (1S,2R,5R)-2-(hydroxycarbamoyl)-3-((6-((6-methylpyridin-3-yl)oxy)pyridin-3-yl)sulfonyl)-3,8-diazabicyclo[3.2.1]octane-8-carboxylate ONC(=O)[C@H]1[C@@H]2CC[C@H](CN1S(=O)(=O)C=1C=NC(=CC1)OC=1C=NC(=CC1)C)N2C(=O)OCCOC